Cl.CN1N=C2C(=CC(=CC2=C1)C=1SC2=C(N1)C=CC(=C2)C2CCNCC2)C 2-(2,7-dimethyl-2H-indazol-5-yl)-6-(piperidin-4-yl)-1,3-benzothiazole hydrochloride